FC(C=1C=C(C(=O)N2[C@@H]3C[C@@H]3C[C@@H]2C(=O)O)C=CN1)F (1R,3R,5R)-2-(2-(difluoromethyl)isonicotinoyl)-2-azabicyclo[3.1.0]hexane-3-carboxylic acid